1,1,1,3,3,3-hexafluoropropan-2-yl (±)-1-((tetrahydro-2H-pyran-4-carbonyl)carbamoyl)-6-azaspiro[2.5]octane-6-carboxylate O1CCC(CC1)C(=O)NC(=O)[C@@H]1CC12CCN(CC2)C(=O)OC(C(F)(F)F)C(F)(F)F |r|